NC=1N=C(N(C(C1Br)=O)C)N1CCC2(CC1)OC1=C([C@H]2N[S@](=O)C(C)(C)C)C=CC=C1 (R)-N-((R)-1'-(4-amino-5-bromo-1-methyl-6-oxo-1,6-dihydropyrimidin-2-yl)-3H-spiro[benzofuran-2,4'-piperidin]-3-yl)-2-methylpropane-2-sulfinamide